The molecule is a beta-D-glucoside compound having a (pentanoyl)-phloroglucinyl moiety at the anomeric position. Isolated from the whole plant of Indigofera heterantha, it exhibits lipoxygenase inhibitory activity. It has a role as a metabolite and a lipoxygenase inhibitor. It is a beta-D-glucoside, an aromatic ketone and a member of catechols. It derives from a phloroglucinol. CCCCC(=O)C1=C(C=C(C=C1O[C@H]2[C@@H]([C@H]([C@@H]([C@H](O2)CO)O)O)O)O)O